C(=O)(O)C1=NNC=N1 3-carboxy-1,2,4-triazole